C(\C=C\C(=O)OCC(=O)N(CC)CC)(=O)OC 4-O-[2-(diethylamino)-2-oxoethyl] 1-O-methyl (E)-but-2-enedioate